6,7-dihydroxy-2H-chromen-2-one OC=1C=C2C=CC(OC2=CC1O)=O